Cyclopropyl-Pyridine C1(CC1)C1=NC=CC=C1